C1(CC(C(CC1)C(C)C)O)C p-menthyl alcohol